8-phenylaminonaphthalene-1-sulfonic acid ammonium salt [NH4+].C1(=CC=CC=C1)NC=1C=CC=C2C=CC=C(C12)S(=O)(=O)[O-]